COCC12OCC(C1)(C2)CO (1-(methoxymethyl)-2-oxabicyclo[2.1.1]hexan-4-yl)methanol